O1C2=C(OCC1)C=C(C=C2)N(C2=NC1=CC=CC=C1C(=N2)NCCCO)C 3-((2-((2,3-dihydrobenzo[b][1,4]dioxin-6-yl)(methyl)amino)quinazolin-4-yl)amino)propan-1-ol